Tetrafluoroethane-β-sultone FC1(C(S(=O)(=O)O1)(F)F)F